C(C)(C)C1=NOC(=N1)C=1CCN(CC1)C(=O)OC(C)(C)C tert-Butyl 4-(3-isopropyl-1,2,4-oxadiazol-5-yl)-3,6-dihydropyridine-1(2H)-carboxylate